2-(4-bromophenyl)dec-1-en-3-yne tert-butyl-4-(3-amino-2-hydroxy-propyl)piperazine-1-carboxylate C(C)(C)(C)OC(=O)N1CCN(CC1)CC(CN)O.BrC1=CC=C(C=C1)C(=C)C#CCCCCCC